N-cinnamyl-N,N-dimethylanilinium tetrakis(pentafluorophenyl)borate FC1=C(C(=C(C(=C1[B-](C1=C(C(=C(C(=C1F)F)F)F)F)(C1=C(C(=C(C(=C1F)F)F)F)F)C1=C(C(=C(C(=C1F)F)F)F)F)F)F)F)F.C(C=CC1=CC=CC=C1)[N+](C1=CC=CC=C1)(C)C